2-(2,6-dioxopiperidin-3-yl)-5-(4-((1-(2-(4-(1,2-diphenylbut-1-en-1-yl)phenoxy)ethyl)piperidin-4-yl)methyl)-3,5-dimethylpiperazin-1-yl)-6-fluoroisoindoline-1,3-dione O=C1NC(CCC1N1C(C2=CC(=C(C=C2C1=O)N1CC(N(C(C1)C)CC1CCN(CC1)CCOC1=CC=C(C=C1)C(=C(CC)C1=CC=CC=C1)C1=CC=CC=C1)C)F)=O)=O